2-(3,5-Dichloro-4-(4-hydroxy-3-(isopropenyl)phenoxy)phenyl)-3,5-dioxo-2,3,4,5-Tetrahydro-1,2,4-triazine-6-carbonitrile ClC=1C=C(C=C(C1OC1=CC(=C(C=C1)O)C(=C)C)Cl)N1N=C(C(NC1=O)=O)C#N